CC1=NN2C(N(C([C@H](CC2)NC(=O)C=2N=C3N(N2)[C@@H](CC3)C3=CC=CC=C3)=O)C)=C1 (S)-N-((S)-2,4-Dimethyl-5-oxo-5,6,7,8-tetrahydro-4H-pyrazolo[1,5-a][1,3]diazepin-6-yl)-5-phenyl-6,7-dihydro-5H-pyrrolo[1,2-b][1,2,4]triazol-2-carboxamid